[Na+].S(=O)(=O)([O-])CCCCN1S(=O)(=O)C2=CC=CC=C2C1=O N-(4-sulfobutyl)-saccharin sodium salt